4,4'-vinylidenebis[N,N-bis(triethylsilyl)aniline] C(=C)(C1=CC=C(N([Si](CC)(CC)CC)[Si](CC)(CC)CC)C=C1)C1=CC=C(N([Si](CC)(CC)CC)[Si](CC)(CC)CC)C=C1